ClC=1C(=C(C=CC1OC=1C=C2C(=NC1)N(C=N2)C)NC=2C1=C(N=CN2)C=CC(=N1)N1CC(N(CC1)C(=O)OC(C)(C)C)(C)C)F tert-butyl 4-(4-((3-chloro-2-fluoro-4-((3-methyl-3H-imidazo[4,5-b]pyridin-6-yl)oxy)phenyl)amino)pyrido[3,2-d]pyrimidin-6-yl)-2,2-dimethylpiperazine-1-carboxylate